C(\C=C\C(=O)O)(=O)O.NCC1=NNC(C2=CC=C(C=C12)C=1C=NN(C1C1=C(C#N)C(=CC(=C1F)Cl)OC1CC1)C)=O 2-(4-(4-(aminomethyl)-1-oxo-1,2-dihydrophthalazin-6-yl)-1-methyl-1h-pyrazol-5-yl)-4-chloro-6-cyclopropoxy-3-fluorobenzonitrile fumarate